ClC=1C(=NC(=NC1)N[C@H]1[C@@H](CN(CC1)S(=O)(=O)C)O)C=1C=C(C2=C(N(C(=N2)C)C2COC2)C1)F (3R,4R)-4-({5-chloro-4-[4-fluoro-2-methyl-1-(oxetan-3-yl)-1H-benzimidazol-6-yl]pyrimidin-2-yl}amino)-1-(methylsulfonyl)piperidin-3-ol